N-(2-(3-formamido-4-hydroxyphenyl)-2-hydroxyethyl)-1-(4-methoxy-phenyl)propan-2-aminium C(=O)NC=1C=C(C=CC1O)C(C[NH2+]C(CC1=CC=C(C=C1)OC)C)O